1-(but-1-yn-1-yl)-1-butyl-2-methoxy-1,2-dihydro-3H-imidazo[1,5-a]indol-3-one C(#CCC)C1(N(C(N2C1=CC=1C=CC=CC21)=O)OC)CCCC